IC=1C=C(C=CC1)C(CC(=O)O)C 3-(3-iodophenyl)butanoic acid